C(#N)C=1C=NN2C1C(=CC(=C2)OCC)C=2C=CC(=NC2)N2CCC(CC2)(C=O)NC(C2=C(C=CC(=C2)F)F)=O N-(1-(5-(3-cyano-6-ethoxypyrazolo[1,5-a]pyridin-4-yl)pyridin-2-yl)-4-formylpiperidin-4-yl)-2,5-difluorobenzamide